NS(=O)(=O)NC=C1CC=C(C=C1)C1=NOC(=C1)C=1C(=NC=C(N1)C1=CC=C(C=C1)S(=O)(=O)C(C)C)N 3-(3-(4-((aminosulfonyl)aminomethylene)phenyl)isoxazol-5-yl)-5-(4-(isopropylsulfonyl)phenyl)pyrazin-2-amine